(R)-(4-Aminoimidazo[1,5-a]quinoxalin-8-yl)(2-(4-fluorophenyl)piperidin-1-yl)methanone NC=1C=2N(C3=CC(=CC=C3N1)C(=O)N1[C@H](CCCC1)C1=CC=C(C=C1)F)C=NC2